3-chloro-N-methyl-N-[(1S)-1-[2-(1-methyl-6-oxo-pyridazin-3-yl)-1,2,4-triazol-3-yl]ethyl]-5-(trifluoromethylsulfonyl)benzamide ClC=1C=C(C(=O)N([C@@H](C)C=2N(N=CN2)C2=NN(C(C=C2)=O)C)C)C=C(C1)S(=O)(=O)C(F)(F)F